COC(C1=C(C(=CC(=C1)CC#N)Br)OC)=O 3-bromo-5-(cyanomethyl)-2-methoxybenzoic acid methyl ester